6-chloro-N-(3,4-difluorophenyl)-5-(2-(((1r,3r)-3-hydroxycyclobutyl)amino)-2-oxoacetyl)-2,3-dihydro-1H-pyrrolizine-7-carboxamide ClC1=C(N2CCCC2=C1C(=O)NC1=CC(=C(C=C1)F)F)C(C(=O)NC1CC(C1)O)=O